C(C)(C)(C)C=1C=C(C=CC1)N1N=CC=C1NC(NC1=CC=C(C2=CC=CC=C12)OC1=CC(=NC=C1)NC(OCC)=O)=O ethyl (4-((4-(3-(3-(tert-butyl)-phenyl-1H-pyrazol-5-yl)ureido)naphthalen-1-yl)oxy)pyridin-2-yl)carbamate